CN1CCC(=CC1)B1OC(C(O1)(C)C)(C)C 1-methyl-4-(4,4,5,5-tetramethyl-1,3,2-dioxaborolan-2-yl)-3,6-dihydro-2H-pyridine